NC(C(=O)O)CNS(=O)(=O)C1=C(SC(=C1)Br)Br 2-amino-3-[(2,5-dibromothiophene-3-sulfonyl)amino]propanoic acid